tetrafluorophosphonium borate B([O-])([O-])[O-].F[P+](F)(F)F.F[P+](F)(F)F.F[P+](F)(F)F